4-(2,5-dihydrofuran-3-yl)benzaldehyde O1CC(=CC1)C1=CC=C(C=O)C=C1